FC1=C(C(=C(C(=C1[B-](C1=C(C(=C(C(=C1F)F)F)F)F)(C1=C(C(=C(C(=C1F)F)F)F)F)C1=C(C(=C(C(=C1F)F)F)F)F)F)F)F)F.C(C)(C)C1=CC=C(C=C1)[I+]C1=CC=C(C=C1)C (p-isopropylphenyl)(p-methylphenyl)iodonium tetrakis(pentafluorophenyl)-borate